[Li].FC=1C=C(C(C(=O)O)=CC1F)C(=O)O 4,5-difluorophthalic acid lithium